ClC1=C(C=C(C=C1)F)C1(C(CCCC1)=O)N 2-(2-chloro-5-fluorophenyl)-2-Aminocyclohexanone